4-chloro-3-(2-chloroethoxy)-8-((1-(tetrahydro-2H-pyran-2-yl)-1H-indazol-5-yl)amino)-5,6,7,8-tetrahydronaphthalene-2-carbonitrile ClC1=C(C(=CC=2C(CCCC12)NC=1C=C2C=NN(C2=CC1)C1OCCCC1)C#N)OCCCl